BrC1=CN=C2C(=C(C(NC2=C1)=O)CC)F 7-bromo-3-ethyl-4-fluoro-1,5-naphthyridin-2(1H)-one